FC1=C(C=C(C(=O)N(C)C)C=C1)C1=NC=2C=CNC(C2C(=C1)NC1=NC=C(C=C1)N1CCC(CC1)O)=O 4-fluoro-3-[4-[[5-(4-hydroxy-1-piperidyl)-2-pyridyl]amino]-5-oxo-6H-1,6-naphthyridin-2-yl]-N,N-dimethyl-benzamide